(1R,2R)-1-(2-cyano-4,5-difluorophenyl)-1-(1-methyl-1H-pyrazol-4-yl)propan C(#N)C1=C(C=C(C(=C1)F)F)[C@@H](CC)C=1C=NN(C1)C